oxo-bicyclo(2.2.1)heptane-2,3-dicarboxylic anhydride O=C1C2C3C(C(C1)C2)C(=O)OC3=O